FC1(CCN(CCC1)C=1C=[N+](C2=CC=CC=C2C1)[O-])F 3-(4,4-difluoroazepan-1-yl)quinoline-oxide